benzyl 2-(((benzyloxy)carbonyl)amino)-3-(7-(trifluoromethyl)thieno[3,2-b]pyridine-2-carboxamido)propanoate C(C1=CC=CC=C1)OC(=O)NC(C(=O)OCC1=CC=CC=C1)CNC(=O)C1=CC2=NC=CC(=C2S1)C(F)(F)F